NC=1C=NC=CC1C1=CN(C(C=C1)=O)C 3'-amino-1-methyl[3,4'-bipyridin]-6(1H)-one